tetraethoxybisphenol A dimethacrylate C(C(=C)C)(=O)O.C(C(=C)C)(=O)O.C(C)OC1=C(C(=C(C(=C1O)OCC)OCC)C(C)(C)C1=CC=C(C=C1)O)OCC